[4-[(E)-3-[2-(2,4-diaminophenyl)ethoxy]-3-oxo-prop-1-enyl]phenyl] 4-(4-pentylcyclohexyl)cyclohexanecarboxylate C(CCCC)C1CCC(CC1)C1CCC(CC1)C(=O)OC1=CC=C(C=C1)\C=C\C(=O)OCCC1=C(C=C(C=C1)N)N